ClC=1C=CC=2N(N1)C(=CN2)C2=COC1=C2C=C(C=C1)N 3-(6-chloroimidazo[1,2-b]pyridazin-3-yl)benzofuran-5-amine